1'-acetonaphthone C(C)(=O)C1=CC=CC2=CC=CC=C12